NC(C(CCC(=O)OC(C)(C)C)N1C(C2=C(C(=CC=C2C1)Br)OC1CCC(CC1)O[Si](C)(C)C(C)(C)C)=O)=O tert-butyl 5-amino-4-(6-bromo-7-(((1R,4R)-4-((tert-butyldimethylsilyl) oxy)cyclohexyl)oxy)-1-oxoisoindolin-2-yl)-5-oxopentanoate